C(C1=CC=CC=C1)(C1=CC=CC=C1)(C1=CC=CC=C1)N1C=NC(=C1)C(C)O 1-(1-trityl-1H-imidazol-4-yl)ethan-1-ol